C(C)(C)(C)OC(=O)N1C(CCCCC1)C(=O)O 1-(tert-butoxycarbonyl)azepan-2-carboxylic acid